C(C)(C)N1CCN(CC1)C1=CC=C(C=C1)C1=C(CCC=2C=CC(=CC12)O)C1=CC=C(C=C1)OC 8-(4-(4-Isopropylpiperazin-1-yl)phenyl)-7-(4-methoxyphenyl)-5,6-dihydronaphthalen-2-ol